(7S)-5-(2-fluoroethyl)-4,7,8-trimethyl-2-((trans-3-(3,4,5-trifluorophenoxy)-cyclobutyl)-amino)-7,8-dihydropteridin-6(5H)-one FCCN1C=2C(=NC(=NC2N([C@H](C1=O)C)C)N[C@@H]1C[C@H](C1)OC1=CC(=C(C(=C1)F)F)F)C